COC(=O)C=1C=C(C=CC1N1C(C2=CC=C(C=C2C1=O)C=1N=NNC1)=O)C1=CC=CC=C1 4-[1,3-Dioxo-5-(1H-[1,2,3]triazol-4-yl)-1,3-dihydroisoindol-2-yl]biphenyl-3-carboxylic acid methylester